2-(6-amino-5-cyanopyridin-3-yl)-N-[2-(pyridin-2-yl)propan-2-yl]-6,7-dihydrospiro[pyrazolo[5,1-c][1,4]oxazine-4,3'-pyrrolidine]-1'-carboxamide NC1=C(C=C(C=N1)C1=NN2C(=C1)C1(CN(CC1)C(=O)NC(C)(C)C1=NC=CC=C1)OCC2)C#N